C(C)OC(=O)C=1C(=NC(=C(C1OCC1=CC=CC=C1)C(C(=O)N)O)C)Cl 5-(2-amino-1-hydroxy-2-oxo-ethyl)-4-benzyloxy-2-chloro-6-methyl-pyridine-3-carboxylic acid ethyl ester